[Li].CC1(C(N(CCC1)[Mg]Cl)(C)C)C tetramethylpiperidinylmagnesium chloride lithium